C(C)(C)(C)OC(=O)NC1=CC=C(C(=N1)NC1=CC=C(C(=O)OC)C=C1)[N+](=O)[O-] Methyl 4-((6-((tert-butoxycarbonyl)amino)-3-nitropyridin-2-yl)amino)benzoate